FC(C1=CC2=C(C(CO2)=O)C=C1)(F)F 6-trifluoromethylbenzofuran-3(2H)-one